ClC1=CC=C(C(=N1)C(=O)N)O[C@H](C)C=1C=C(C=C2C(C(=C(OC12)C1=CC2=CN(N=C2C=C1)C(F)F)C)=O)C 6-Chloro-3-[(1R)-1-[2-[2-(difluoromethyl)indazol-5-yl]-3,6-dimethyl-4-oxo-chromen-8-yl]ethoxy]pyridine-2-carboxamide